indium Gallium [Ga].[In]